(2-(pyrimidin-2-yl)phenyl)methanamine N1=C(N=CC=C1)C1=C(C=CC=C1)CN